6-(1'-(cyclopropylmethyl)-[1,4'-bipiperidin]-4-yl)-2-(3,4-dimethoxyphenyl)-5,6,7,8-tetrahydroimidazo[1,2-a]pyridine C1(CC1)CN1CCC(CC1)N1CCC(CC1)C1CCC=2N(C1)C=C(N2)C2=CC(=C(C=C2)OC)OC